di(2-methylpropane) terephthalate C(C1=CC=C(C(=O)O)C=C1)(=O)O.CC(C)C.CC(C)C